CC1=CC=C(C(=O)OC2=C(C(=CC(=C2)Cl)/C=N/C(C(C)C)O)OC(C(C)C)=O)C=C1 (E)-5-chloro-3-((1-hydroxy-2-methylprop-ylimino)methyl)-2-(isobutyryloxy)phenyl 4-methylbenzoate